CC1=C(C=2N(C=C1C1=C(C=3N=C(SC3N1)C(=O)NCCCN1C(CCC1)=O)C(C)C)N=CN2)C 5-(7,8-dimethyl-[1,2,4]triazolo[1,5-a]pyridin-6-yl)-6-isopropyl-N-(3-(2-oxopyrrolidin-1-yl)propyl)-4H-pyrrolo[3,2-d]thiazole-2-carboxamide